(1S,2R,3S)-N-(7-chloro-6-(1-((3R,4R)-4-hydroxy-3-methyltetrahydrofuran-3-yl)piperidin-4-yl)isoquinolin-3-yl)-2-methyl-6-oxaspiro[2.5]octane-1-carboxamide ClC1=C(C=C2C=C(N=CC2=C1)NC(=O)[C@H]1[C@H](C12CCOCC2)C)C2CCN(CC2)[C@@]2(COC[C@@H]2O)C